[3-(fluoromethyl)azetidin-1-yl]-[(4S)-7,8-dichloro-6-(2,6-difluorophenyl)-4-methyl-4H-[1,2,4]triazolo[1,5-a][1,4]benzodiazepin-2-yl]methanone FCC1CN(C1)C(=O)C1=NN2C([C@@H](N=C(C3=C2C=CC(=C3Cl)Cl)C3=C(C=CC=C3F)F)C)=N1